C(C(=C)C)(=O)O.C(C(=C)C)(=O)O.C(C(=C)C)(=O)O.COC(CC)(OC)OC trimethoxypropane trimethacrylate